CC=1C=C(C=CC1)C(C)=O 3'-methyl-acetophenone